CC1=C(C(=CC=C1)C)C1=C(SC2=C1C=CC=C2)P(Cl)C2=C(C(=C(C=C2)C(F)(F)F)[Si](C)(C)C)OCOC (3-(2,6-dimethylphenyl)-2-benzothienyl)-(2-methoxymethoxy-3-trimethylsilyl-4-trifluoromethylphenyl)chlorophosphine